3-benzenesulfonylaniline C1(=CC=CC=C1)S(=O)(=O)C=1C=C(N)C=CC1